ClC1=NC(=NC(=C1)OC1=C(C(=CC=C1)N1CCN(CC1)C)Cl)NS(=O)(=O)C=1C=NN(C1)C N-[4-chloro-6-[2-chloro-3-(4-methylpiperazin-1-yl)phenoxy]pyrimidin-2-yl]-1-methyl-pyrazole-4-sulfonamide